oxaglutarate C(OCCC(=O)[O-])(=O)[O-]